(S)-4,11-Diethyl-4-hydroxy-1H-pyrano[3',4':6,7]indolizino[1,2-b]quinoline-3,14(4H,12H)-dione C(C)[C@]1(C(OCC=2C(N3CC=4C(=NC=5C=CC=CC5C4CC)C3=CC21)=O)=O)O